D-galactopyranosyl-(1→6)-D-glucose C1([C@H](O)[C@@H](O)[C@@H](O)[C@H](O1)CO)OC[C@H]([C@H]([C@@H]([C@H](C=O)O)O)O)O